11-Hexadecen-1-ol acetate C(C)(=O)OCCCCCCCCCCC=CCCCC